ClC=1N=C(C2=C(N1)CC[S@]2=O)N[C@H]2CN(CCC2)C(=O)OC Methyl (3R)-3-(((5R)-2-chloro-5-oxido-6,7-dihydrothieno[3,2-d]pyrimidin-4-yl)amino)piperidine-1-carboxylate